C(CCCCCC)[C@@H]1C[C@@H]2CC[C@H](C[C@H]2CC1)C1CCC(CC1)C(C)=O 1-((1r,4r)-4-((2r,4as,6s,8ar)-6-heptyldecahydronaphthalen-2-yl)cyclohexyl)ethan-1-one